3-sulfobenzoic acid monosodium [Na].S(=O)(=O)(O)C=1C=C(C(=O)O)C=CC1